C(C)C=1N=C(SC1C(=O)OCC)NC(CCNC(C1=CC(=CC=C1)C1=NOC(=N1)C)=O)=O Ethyl 4-ethyl-2-[3-[[3-(5-methyl-1,2,4-oxadiazol-3-yl)benzoyl]amino]propanoylamino]thiazole-5-carboxylate